(R)-N-((R)-5,7-dihydrospiro[cyclopenta[b]pyridine-6,4'-piperidine]-5-yl)-2-methylpropane-2-sulfinamide N1CCC2(CC1)[C@H](C=1C(=NC=CC1)C2)N[S@](=O)C(C)(C)C